glucono-1,5-lactone C1([C@H](O)[C@@H](O)[C@H](O)[C@@H](CO)O1)=O